C1(=CC=CC=C1)C1=CC=C(C2=CC=CC=C12)C1=CC=CC=C1 1,4-Diphenylnaphthalin